ethyl 6-[6-(4-methylpiperazin-1-yl)imidazo[1,2-a]pyridine-3-carbonyl]-5,7-dihydro-4H-thieno[2,3-c]pyridine-3-carboxylate CN1CCN(CC1)C=1C=CC=2N(C1)C(=CN2)C(=O)N2CC1=C(CC2)C(=CS1)C(=O)OCC